BrC=1C=C(C=CC1C(F)(F)F)NC=O N-(3-bromo-4-(trifluoromethyl)phenyl)carboxamide